CC(=O)C1=CCCN1 2-ACETYLPYRROLINE